1-[2-cyano-4-(trifluoromethoxy)phenyl]-4-{2'-ethoxy-[2,3'-bipyridinyl]-5-yl}-N-[(3S)-1-methylpyrrolidin-3-yl]piperidine-4-carboxamide C(#N)C1=C(C=CC(=C1)OC(F)(F)F)N1CCC(CC1)(C(=O)N[C@@H]1CN(CC1)C)C=1C=CC(=NC1)C=1C(=NC=CC1)OCC